2-(4-fluoro-2-methoxyphenyl)-N-(1-(4-nitrophenyl)cyclobutyl)acetamide D-3-Phosphopyruvate P(=O)(=O)CC(C(=O)O)=O.FC1=CC(=C(C=C1)CC(=O)NC1(CCC1)C1=CC=C(C=C1)[N+](=O)[O-])OC